O1C(CCCC1)OCC12CCC(CC1)(CC2)C(=O)[O-] 4-(((tetrahydro-2H-pyran-2-yl)oxy)methyl)bicyclo[2.2.2]octane-1-carboxylate